5-(1-(2-((R)-2-((tert-Butoxycarbonyl)amino)propoxy)-5-fluorophenyl)-2-azabicyclo[3.1.0]Hexane-2-yl)pyrazolo[1,5-a]Pyrimidine-3-carboxylic acid C(C)(C)(C)OC(=O)N[C@@H](COC1=C(C=C(C=C1)F)C12N(CCC2C1)C1=NC=2N(C=C1)N=CC2C(=O)O)C